i-butyl (3-(5-((3-(((2-(4-(5'-(cyclopropylcarbamoyl)-2'-methyl-[1,1'-biphenyl]-4-carbonyl)phenoxy)ethoxy)carbonyl)amino)propyl)carbamoyl)furan-2-yl)prop-2-yn-1-yl)carbamate C1(CC1)NC(=O)C=1C=CC(=C(C1)C1=CC=C(C=C1)C(=O)C1=CC=C(OCCOC(=O)NCCCNC(=O)C2=CC=C(O2)C#CCNC(OCC(C)C)=O)C=C1)C